3-(2-ethylhexyl-oxy)-propyl isocyanate C(C)C(COCCCN=C=O)CCCC